P(=O)(OC[C@@H]1O[C@H](CC1)N1C(NC(C(=C1)C)=O)=O)(OCCCCO)O ((2R,3S,5R)-5-(5-methyl-2,4-dioxopyrimidin-1(2H)-yl)-tetrahydrofuran-2-yl)-methyl 4-hydroxybutyl hydrogen phosphate